5-{2-[2-(5-methoxyquinoline-8-sulfonamido)phenyl]ethynyl}-6-methylpyridine-2-carboxylic acid COC1=C2C=CC=NC2=C(C=C1)S(=O)(=O)NC1=C(C=CC=C1)C#CC=1C=CC(=NC1C)C(=O)O